N1(CCC1)C=1N=CC=C2C=CC(=NC12)C1=CC(=CC=C1)Br 8-(azetidin-1-yl)-2-(3-bromophenyl)-1,7-naphthyridine